C[Si](C)(C)C#CC1=NNC=C1 3-((trimethylsilyl)ethynyl)-1H-pyrazole